(3R)-3-amino-7-(2-tert-butyltetrazol-5-yl)-5-[(4-chlorophenyl)methyl]-1,1-dioxo-2,3-dihydro-1λ6,5-benzothiazepin-4-one N[C@H]1CS(C2=C(N(C1=O)CC1=CC=C(C=C1)Cl)C=C(C=C2)C=2N=NN(N2)C(C)(C)C)(=O)=O